N-[(4-{5-[5-(difluoromethyl)pyrazin-2-yl]-1,2,4-oxadiazol-3-yl}bicyclo[2.2.2]octan-1-yl)methyl]-3,5-difluoro-4-hydroxybenzamide, ammonium salt [NH4+].FC(C=1N=CC(=NC1)C1=NC(=NO1)C12CCC(CC1)(CC2)CNC(C2=CC(=C(C(=C2)F)O)F)=O)F